(fluoromethoxy)-N-(fluoromethyl)-4-(2-(3-(trifluoromethoxy)phenethyl)phenoxy)-N-(trifluoromethyl)butan-1-amine FCOC(CCCOC1=C(C=CC=C1)CCC1=CC(=CC=C1)OC(F)(F)F)N(C(F)(F)F)CF